5-methylHexanoic acid CC(CCCC(=O)O)C